N,N-diethyl-3-phenylpropan-1-amine C(C)N(CCCC1=CC=CC=C1)CC